C(C)(CC)C=C 1-(sec-butyl)-ethylene